C(C)(=O)N1CCC(CC1)N1C(C=2C(C(=C1)C(=O)N[C@H](C)C1=C3CCC(C3=CC=C1)(F)F)=NN(C2)COCC[Si](C)(C)C)=O 5-(1-acetylpiperidin-4-yl)-N-[(1R)-1-(1,1-difluoro-2,3-dihydro-1H-inden-4-yl)ethyl]-4-oxo-2-{[2-(trimethylsilyl)ethoxy]methyl}-2H,4H,5H-pyrazolo[4,3-c]pyridine-7-carboxamide